2-[(2S)-1,4-Dioxan-2-ylmethyl]-N-[(5-methylpyrazin-2-yl)methyl]-8-(trifluoromethyl)-4,5-dihydro-2H-furo[2,3-g]indazol-7-carboxamid O1[C@H](COCC1)CN1N=C2C3=C(CCC2=C1)OC(=C3C(F)(F)F)C(=O)NCC3=NC=C(N=C3)C